4-(4-aminophenyl)-6-chloropyridazin-3-amine NC1=CC=C(C=C1)C1=C(N=NC(=C1)Cl)N